(trans)-tert-butyl 3-(benzylamino)-4-hydroxypyrrolidine-1-carboxylate C(C1=CC=CC=C1)N[C@@H]1CN(C[C@H]1O)C(=O)OC(C)(C)C